FCCCCCC 1-fluoro-hexane